4-methyl-2,3-dihydro-1H-inden-1-one CC1=C2CCC(C2=CC=C1)=O